OC1=C(C=CC(=C1)OCCCC)C1=NC(=NC(=N1)C1=C(C=C(C=C1)OCCCC)O)C1=C(C=C(C=C1)OCCCC)OCCCC 2,4-bis(2-hydroxy-4-n-butyloxyphenyl)-6-(2,4-di-n-butyloxyphenyl)-s-triazine